C(C)(C)(C)OC(C1=C(N=C(C(=C1N)F)Cl)Cl)=O 4-Amino-2,6-dichloro-5-fluoronicotinic acid tert-butyl ester